n-butylsilyl (n-butyl acrylate) acrylate C(C=C)(=O)O.C(CCC)C(C(=O)O[SiH2]CCCC)=C